(4-(7-((3-(4-morpholinopiperidin-1-yl)propyl)amino)thieno[3,2-b]pyridin-5-yl)phenyl)(1-oxidothiomorpholino)methanone O1CCN(CC1)C1CCN(CC1)CCCNC1=C2C(=NC(=C1)C1=CC=C(C=C1)C(=O)N1CCS(CC1)=O)C=CS2